6-(difluoromethoxy)-1,2,3,4-tetrahydro-quinoline FC(OC=1C=C2CCCNC2=CC1)F